3-((2-hydroxyethyl)amino)propan-2-ol OCCNCC(C)O